Zinc Bisricinoleate C(CCCCCCC\C=C/C[C@H](O)CCCCCC)(=O)[O-].C(CCCCCCC\C=C/C[C@H](O)CCCCCC)(=O)[O-].[Zn+2]